N-(3-chloro-2-methoxyphenyl)-4-({[3-(oxetan-2-ylmethoxy)pyridin-4-yl]methyl}amino)-2-oxo-1,2,5,6-tetrahydropyridine-3-carbothioamide ClC=1C(=C(C=CC1)NC(=S)C=1C(NCCC1NCC1=C(C=NC=C1)OCC1OCC1)=O)OC